C(#N)C(C(=O)OCCNC(C(F)(F)F)=O)=C1CCC(CC1)=C(C#N)C#N 2-(2,2,2-trifluoroacetamido)ethyl 2-cyano-2-(4-(dicyanomethylene)cyclohexylidene)acetate